Cl.N1=C2C(=CC=C1CN(C)C)CNC2 1-(6,7-Dihydro-5H-pyrrolo[3,4-b]pyridin-2-yl)-N,N-dimethylmethanamine hydrochloride